[19F]CCN=[N+]=[N-] [19F]fluoroethyl azide